BrC1=C(C#N)C=C(C=C1)SC(F)(F)F 2-bromo-5-((trifluoromethyl)thio)benzonitrile